3-chloro-4-cyclopropyl-5-(6-fluoro-2-(((2R,7aS)-2-fluorotetrahydro-1H-pyrrolizin-7a(5H)-yl)methoxy)-4-(4,7-diazaspiro[2.5]octan-7-yl)quinazolin-7-yl)phenol ClC=1C=C(C=C(C1C1CC1)C1=C(C=C2C(=NC(=NC2=C1)OC[C@]12CCCN2C[C@@H](C1)F)N1CCNC2(CC2)C1)F)O